2-bromo-3-methyl-5-((4-nitro-1H-pyrazol-1-yl)methyl)pyridine BrC1=NC=C(C=C1C)CN1N=CC(=C1)[N+](=O)[O-]